C(OC(C)Cl)(OCCCOC1OCCCC1)=O 1-chloroethyl (3-((tetrahydro-2H-pyran-2-yl)oxy)propyl) carbonate